ClC=1C(=C(C=CC1)C(C(=O)N1CC2=C(CCC1)N=C(NC2=O)C2(CC2)C=2SC=CC2)O)F 6-(2-(3-chloro-2-fluorophenyl)-2-hydroxyacetyl)-2-(1-(thiophen-2-yl)cyclopropyl)-3,5,6,7,8,9-hexahydro-4H-pyrimido[5,4-c]azepin-4-one